COCC[N@]1C(C1)C(=O)N(CC(=O)OC(C)(C)C)C tert-butyl (S)-N-(1-(2-methoxyethyl)aziridine-2-carbonyl)-N-methylglycinate